FC=1C=CC2=C(N=C(O2)C)C1 5-fluoro-2-methyl-1,3-benzoxazol